C(C)N1N=C(C=C1C(=O)N)C 1-ethyl-3-methylpyrazole-5-carboxamide